4a,5,7,8-tetrahydro-1H-pyrazolo[3,4-g]isoquinoline-6(4H)-carboxylate N1N=CC2=C1C=C1CCN(CC1C2)C(=O)[O-]